C1(CCCCC1)N(C1=CC(N(C=2C=CC=NC12)CC#C)=O)C 8-[cyclohexyl(methyl)amino]-6-oxo-5-(prop-2-yn-1-yl)-5,6-dihydro-1,5-naphthyridine